FC1=CC(=C(C=C1)[C@H]1[C@@H](C1)C=1C=NC(=NC1)C1=NC=CC=N1)OC trans-5-(2-(4-fluoro-2-methoxyphenyl)cyclopropyl)-2,2'-bipyrimidine